ClC=1C=C(C=CC1)[C@@H]1[C@H](C1)C(=O)NC1=NC=NC(=C1)NCC=1N=C2N(C=C(C=C2C2(CCN(CC2)C)O)C2CC2)C1 (1S,2S)-2-(3-chlorophenyl)-N-(6-(((6-cyclopropyl-8-(4-hydroxy-1-methyl-piperidin-4-yl)imidazo[1,2-a]pyridin-2-yl)methyl)amino)pyrimidin-4-yl)cyclopropane-1-carboxamide